(+/-)-N-{[5-(4-{[(3R,4S)-3-fluoro-1-methylpiperidin-4-yl]amino}-1-(2,2,2-trifluoroethyl)-1H-indol-2-yl)-1,2,4-oxadiazol-3-yl]methyl}benzamide F[C@@H]1CN(CC[C@@H]1NC1=C2C=C(N(C2=CC=C1)CC(F)(F)F)C1=NC(=NO1)CNC(C1=CC=CC=C1)=O)C |r|